cyano-ethyl methacrylate C(C(=C)C)(=O)OCCC#N